O1CC(CCC1)N1CC=2C=CC(=NC2CC1)CO (6-(oxane-3-yl)-5,6,7,8-tetrahydro-1,6-naphthyridin-2-yl)methanol